C(C=C)(=O)N1C(CN(CC1)C=1C2=C(N(C(N1)=O)C1=C(C=CC=C1)C(C)C)CN(CC2)C2=C1C=NNC1=CC=C2C)CC#N 2-(1-acryloyl-4-(1-(2-isopropylphenyl)-7-(5-methyl-1H-indazol-4-yl)-2-oxo-1,2,5,6,7,8-hexahydropyrido[3,4-d]pyrimidin-4-yl)piperazin-2-yl)acetonitrile